O=C1NC(CCC1N1C(C2=CC=C(C=C2C1=O)NCCOCCN1CC2(CN(C2)CCOCCNC(OC(C)(C)C)=O)C1)=O)=O Tert-butyl N-[2-[2-[6-[2-[2-[[2-(2,6-dioxo-3-piperidyl)-1,3-dioxo-isoindolin-5-yl]amino] ethoxy]ethyl]-2,6-diazaspiro[3.3]heptan-2-yl]ethoxy]ethyl]carbamate